ClC[C@H]1CN(C2=CC(=C3C(=C12)C(=CS3)C)O)C(=O)OC(C)(C)C tert-Butyl (R)-8-(chloromethyl)-4-hydroxy-1-methyl-7,8-dihydro-6H-thieno[3,2-e]indole-6-carboxylate